C(=O)(OCC1C2=CC=CC=C2C2=CC=CC=C12)N[C@H](CC1=CNC2=CC=CC=C12)CO Fmoc-D-Tryptophanol